4-((3-(5-fluoropyrimidin-2-yl)-2-methoxyphenyl)amino)-N-methyl-2-(3-(methylcarbamoyl)azetidin-1-yl)pyrimidine-5-carboxamide FC=1C=NC(=NC1)C=1C(=C(C=CC1)NC1=NC(=NC=C1C(=O)NC)N1CC(C1)C(NC)=O)OC